trans-[(3S)-3-(3,5-difluorophenyl)isoxazolidin-2-yl]-[4-[(2-methylpyrimidin-5-yl)methyl]cyclohexyl]methanone FC=1C=C(C=C(C1)F)[C@H]1N(OCC1)C(=O)[C@@H]1CC[C@H](CC1)CC=1C=NC(=NC1)C